C(C)(C)(C)OC(=O)N1CC2(C1)CN(CC2C(=O)NNC(C(F)(F)C2=CC(=C(C=C2)Cl)Cl)=O)C(=O)C2=C(N=C(S2)C)C tert-butyl-8-(2-(2-(3,4-dichlorophenyl)-2,2-difluoroacetyl)hydrazine-1-carbonyl)-6-(2,4-dimethylthiazol e-5-carbonyl)-2,6-diazaspiro[3.4]octane-2-carboxylate